3-(3-fluorophenoxy)propionic acid FC=1C=C(OCCC(=O)O)C=CC1